(1H-pyrrolo[2,3-b]pyridin-4-yl)oxy-3-(trifluoromethyl)aniline N1C=CC=2C1=NC=CC2ONC2=CC(=CC=C2)C(F)(F)F